[Fe].[Sn].[Ni] nickel-tin-iron